1-(4-((5-amino-7-(butylamino)-1H-pyrazolo[4,3-d]pyrimidin-1-yl)methyl)-3-methoxyphenyl)ethan-1-one NC=1N=C(C2=C(N1)C=NN2CC2=C(C=C(C=C2)C(C)=O)OC)NCCCC